COC1=C(C=CC=C1C=1N=NN(N1)C)NC1=C2C(=NC(=C1)NC1=NC=C(C#N)C=C1)NN(C2=O)C 6-((4-((2-methoxy-3-(2-methyl-2H-tetrazol-5-yl)phenyl)amino)-2-methyl-3-oxo-2,3-dihydro-1H-pyrazolo[3,4-b]pyridin-6-yl)amino)nicotinonitrile